NC=1C=2N(C(=CN1)COC)C(=NC2C#CC2=C(C(=CC(=C2F)OC)OC)F)[C@@H]2CN(CC2)C(C=C)=O (S)-1-(3-(8-amino-1-((2,6-difluoro-3,5-dimethoxyphenyl)ethynyl)-5-(methoxymethyl)imidazo[1,5-a]pyrazin-3-yl)pyrrolidin-1-yl)prop-2-en-1-one